2-(4-(((4-(2,6-dioxopiperidin-3-yl)-3-fluorobenzyl)(methyl)amino)methyl)phenyl)-5-fluorobenzofuran-7-carboxamide O=C1NC(CCC1C1=C(C=C(CN(C)CC2=CC=C(C=C2)C=2OC3=C(C2)C=C(C=C3C(=O)N)F)C=C1)F)=O